ClC=1C=C(C=CC1F)[C@H](NC(=O)N1[C@@H](C(NCC1)=O)C)C=1C=NC(=CC1)OC(F)F (2R)-N-((S)-(3-chloro-4-fluorophenyl)(6-(difluoromethoxy)pyridin-3-yl)methyl)-2-methyl-3-oxopiperazine-1-carboxamide